N-(3-(4-bromo-5-chloro-2-(difluoromethoxy)phenyl)-1-methyl-1H-pyrazol-4-yl)pyrazolo[1,5-a]pyrimidine-3-carboxamide BrC1=CC(=C(C=C1Cl)C1=NN(C=C1NC(=O)C=1C=NN2C1N=CC=C2)C)OC(F)F